methyl (S)-6-(1-((2S,4R)-1-(tert-butoxycarbonyl)-2-methylpiperidin-4-yl)-1H-pyrazol-4-yl)-5-cyclobutoxy-2-methyl-3,4-dihydroquinoline-1(2H)-carboxylate C(C)(C)(C)OC(=O)N1[C@H](C[C@@H](CC1)N1N=CC(=C1)C=1C(=C2CC[C@@H](N(C2=CC1)C(=O)OC)C)OC1CCC1)C